O=C1NC(CCC1N1C(C2=CC=CC(=C2C1=O)OCC(=O)NCCOCCC(=O)O)=O)=O 3-(2-(2-((2-(2,6-dioxopiperidin-3-yl)-1,3-dioxoisoindolin-4-yl)oxy)acetamido)ethoxy)propanoic acid